C1N(CCC2=CC=CC=C12)C[C@H](CN1CCOC2=C(C1=O)C=CC(=C2)CN2CCCCC2)O 4-[(2R)-3-(3,4-dihydro-1H-isoquinolin-2-yl)-2-hydroxy-propyl]-8-(1-piperidylmethyl)-2,3-Dihydro-1,4-benzoxazepine-5-one